1,1,2,2,3,3,4,4-octafluorobutylmethyl ether FC(C(C(C(F)F)(F)F)(F)F)(F)OC